1-(3-hydroxypropyl)-7-((6-methoxypyridin-3-yl)methyl)-3-methyl-8-(3-(trifluoromethoxy)phenoxy)-1H-purine-2,6(3H,7H)-dione OCCCN1C(N(C=2N=C(N(C2C1=O)CC=1C=NC(=CC1)OC)OC1=CC(=CC=C1)OC(F)(F)F)C)=O